5-(4-oxo-4-(4-(5-(trifluoromethyl)pyrimidin-2-yl)piperazin-1-yl)butyl)-3-(trifluoromethyl)pyridin-2(1H)-one O=C(CCCC=1C=C(C(NC1)=O)C(F)(F)F)N1CCN(CC1)C1=NC=C(C=N1)C(F)(F)F